methyl 5-(1H-imidazol-1-yl)-1H-pyrazolo[3,4-c]pyridine-7-carboxylate N1(C=NC=C1)C=1C=C2C(=C(N1)C(=O)OC)NN=C2